cis-ethyl 4-[(2,4-dimethoxyphenyl) methyl]-3-(4-nitrophenyl)-5-oxo-morpholine-2-carboxylate COC1=C(C=CC(=C1)OC)CN1[C@H]([C@H](OCC1=O)C(=O)OCC)C1=CC=C(C=C1)[N+](=O)[O-]